O[C@H](C)[C@@H]1[C@H]2CC(C(N2C1=O)C(=O)OCC1=CC=C(C=C1)[N+](=O)[O-])=O 4-nitrobenzyl (5R,6s)-6-((R)-1-hydroxyethyl)-3,7-dioxo-1-azabicyclo[3.2.0]heptane-2-carboxylate